tert-Butyl-3-phenylazetidine-1-carboxylate C(C)(C)(C)OC(=O)N1CC(C1)C1=CC=CC=C1